methyl 2-(2,6-dibromophenyl)acetate BrC1=C(C(=CC=C1)Br)CC(=O)OC